BrC1=CN=C2C(N(C(=NN21)C=2C=NN(C2)CCNC(OC(C)(C)C)=O)C(C)C)=O tert-Butyl (2-(4-(7-bromo-3-isopropyl-4-oxo-3,4-dihydroimidazo[2,1-f][1,2,4]triazin-2-yl)-1H-pyrazol-1-yl)ethyl)carbamate